CN(C/C=C/C(=O)N1CC=2N(CC1)N=C(C2C2=C1C(=NC=C2)NC=C1)C1=CC=C(C=C1)F)C (2E)-4-(dimethylamino)-1-(2-(4-fluorophenyl)-3-(1H-pyrrolo[2,3-b]pyridin-4-yl)-6,7-dihydropyrazolo[1,5-a]pyrazin-5(4H)-yl)but-2-en-1-one